C1(CCCCC1)CN1C=NC=2C1=NC(=CN2)C=2C=NC(=NC2)NC 1-(Cyclohexylmethyl)-6-(2-(methylamino)pyrimidin-5-yl)-1H-imidazo[4,5-b]pyrazin